ClC1=C(C=CC=C1)C(=O)C1=C(C=CC2=C1NC(=NS2(=O)=O)NCC2=NC=CC=C2F)F (2-chlorophenyl)(6-fluoro-3-(((3-fluoropyridin-2-yl)methyl)amino)-1,1-dioxido-4H-benzo[e][1,2,4]thiadiazin-5-yl)methanone